2-((2-ethoxyphenoxy)methyl)morpholine-4-carbonyl chloride C(C)OC1=C(OCC2CN(CCO2)C(=O)Cl)C=CC=C1